7-chloro-5-(4-(cyclopropylamino)piperidin-1-yl)-N-(6-methoxy-2-methyl-2H-indazol-5-yl)-2-methylimidazo[1,2-a]pyridine-8-carboxamide 2,2,2-trifluoroacetate FC(C(=O)O)(F)F.ClC1=C(C=2N(C(=C1)N1CCC(CC1)NC1CC1)C=C(N2)C)C(=O)NC2=CC1=CN(N=C1C=C2OC)C